ClC1C=C2C(C(=C(OC2=CC1)C(=O)O)C(C1=CC(=C(C=C1)OC)OC)=O)=O 6-chloro-3-(3,4-dimethoxybenzoyl)-4-oxo-6,7-dihydro-4H-chromene-2-carboxylic acid